FC(C(=O)O)(F)F.NCCOCCOCCOCCOC1=C(C=C(C=C1)B1OC(C(O1)(C)C)(C)C)C1=CC=C2C(=CN=NC2=C1)N 7-[2-(2-{2-[2-(2-AMINOETHOXY)ETHOXY]ETHOXY}ETHOXY)-5-(4,4,5,5-TETRAMETHYL-1,3,2-DIOXABOROLAN-2-YL)PHENYL]CINNOLIN-4-AMINE TRIFLUOROACETIC ACID SALT